N-trifluoromethylpyrrol-3-amine FC(NC1=CNC=C1)(F)F